rac-ethyl (1S*,2S*)-2-(4-(bis(tert-butoxycarbonyl)amino)-3-chlorophenyl)cyclopropane-1-carboxylate C(C)(C)(C)OC(=O)N(C1=C(C=C(C=C1)[C@@H]1[C@H](C1)C(=O)OCC)Cl)C(=O)OC(C)(C)C |r|